Glucosamine Pentapropionate C(CC)(=O)O.C(CC)(=O)O.C(CC)(=O)O.C(CC)(=O)O.C(CC)(=O)O.OC1[C@H](N)[C@@H](O)[C@H](O)[C@H](O1)CO